N-tert-butyl-2-{[2-(4-{2-[(3R)-3-fluoropyrrolidin-1-yl]ethoxy}pyridin-2-yl)-5H,6H,7H-cyclopenta[d]pyrimidin-4-yl](methyl)amino}acetamide C(C)(C)(C)NC(CN(C)C=1C2=C(N=C(N1)C1=NC=CC(=C1)OCCN1C[C@@H](CC1)F)CCC2)=O